(S)-N-(3-chloro-4-fluorophenyl)-7-(1-(difluoromethyl)-1H-pyrazol-4-yl)-5-(1-(pyrimidin-2-yl)ethoxy)quinazolin-4-amine ClC=1C=C(C=CC1F)NC1=NC=NC2=CC(=CC(=C12)O[C@@H](C)C1=NC=CC=N1)C=1C=NN(C1)C(F)F